C(C)NC1=CC(=C(C(=O)C2=C(C(=O)O)C=CC=C2)C=C1)O 2-(4-(ethylamino)-2-hydroxybenzoyl)benzoic acid